9-(6-methoxypyridin-3-yl)-3,4-dihydropyrido[2,1-c][1,2,4]thiadiazine 2,2-dioxide COC1=CC=C(C=N1)C1=CC=CN2C1=NS(CC2)(=O)=O